(pyridin-4-yl)boronic acid N1=CC=C(C=C1)B(O)O